ClC=1C(=NC=C(C1)C(F)(F)F)C(C)=NO 1-(3-chloro-5-(trifluoromethyl)pyridin-2-yl)ethan-1-one oxime